tert-butyl (3-bromo-6-chloro-5-cyano-9H-pyrido[2,3-b]indol-8-yl)(methyl)carbamate BrC1=CC2=C(NC3=C(C=C(C(=C23)C#N)Cl)N(C(OC(C)(C)C)=O)C)N=C1